N-methyl-N-(2-methyl-3-(4,4,5,5-tetramethyl-1,3,2-dioxaborolan-2-yl)phenyl)acrylamide CN(C(C=C)=O)C1=C(C(=CC=C1)B1OC(C(O1)(C)C)(C)C)C